1,2-bis(9-azabicyclo[3.3.1]non-9-yl)ethane-1,2-dione C12CCCC(CCC1)N2C(C(=O)N2C1CCCC2CCC1)=O